BrC=1N=C(C(N(C1)C)=O)NC=1N=NN(C1)CC 5-Bromo-3-((1-ethyl-1H-1,2,3-triazol-4-yl)amino)-1-methylpyrazin-2(1H)-one